tert-Butyl 1-(methylcarbamoyl)-3-azabicyclo[3.1.1]heptane-3-carboxylate CNC(=O)C12CN(CC(C1)C2)C(=O)OC(C)(C)C